10-[3'-(dibenzothiophen-4-yl)(1,1'-biphenyl-3-yl)]naphtho[2',1':4,5]furo[3,2-d]pyrimidine C1=CC=C(C=2SC3=C(C21)C=CC=C3)C=3C=C(C=CC3)C3=CC(=CC=C3)C=3C2=C(N=CN3)C3=C(O2)C=2C=CC=CC2C=C3